C(#N)C(C1=CN=CC2=CC=CC=C12)NC(=O)C1(CCCCC1)NC(=O)C=1NC(=CC1)C1CC1 N-[1-[[cyano(4-isoquinolyl)methyl]carbamoyl]cyclohexyl]-5-cyclopropyl-1H-pyrrole-2-carboxamide